OCC(=O)C1=CC=C(C=C1)F hydroxy-4'-fluoroacetophenone